ClC=1C=C(C=CC1Cl)S(=O)(=O)N1C[C@]2(CC3=C(C[C@@H]2CC1)N(N=C3)C3=CC=C(C=C3)F)C(=O)C3=NC=CC=C3 ((4aR,8aS)-6-((3,4-Dichlorophenyl)sulfonyl)-1-(4-fluorophenyl)-4,4a,5,6,7,8,8a,9-octahydro-1H-pyrazolo[3,4-g]isochinolin-4a-yl)(pyridin-2-yl)methanon